CC1=C(C=C(C=C1)NC=O)NC1=NC=CC(=N1)C=1C=NC=CC1 N-(4-methyl-3-((4-(pyridine-3-yl)pyrimidine-2-yl)amino)phenyl)formamide